Holmathian [Ho]1SCCCC1